O1C(COCC1)COC1=NC(N2C(C3=CC=C(C=C3CC2)C#CC2=CC=C(C=C2)OC)=C1)=O 2-([1,4]Dioxan-2-ylmethoxy)-9-(4-methoxy-phenylethynyl)-6,7-dihydro-pyrimido[6,1-a]isoquinolin-4-one